NC=1C=C(C#N)C=CC1SC1=C(C=CC=C1)CN(C)C 3-amino-4-(2-dimethylaminomethyl-phenylsulfanyl)benzonitrile